6-chloro-N-isobutyl-3-(trifluoromethyl)-1-((2-(trimethylsilyl)ethoxy)methyl)-1H-pyrrolo[2,3-b]pyridin-4-amine ClC=1C=C(C2=C(N1)N(C=C2C(F)(F)F)COCC[Si](C)(C)C)NCC(C)C